ClC1=C2C(=NC=C1)NC(=C2)C=2C(=NC=CC2)N2CCOCC2 4-(3-(4-Chloro-1H-pyrrolo[2,3-b]pyridin-2-yl)pyridin-2-yl)morpholine